1,2-distearoyl-propanediol C(CCCCCCCCCCCCCCCCC)(=O)C(C(C)C(CCCCCCCCCCCCCCCCC)=O)(O)O